NC1=NC(=NC(=C1)N)SCCC 4,6-diamino-2-propylsulfanylpyrimidine